OC(C)(C)C1=CC(=NN1)NC1=NC(=C2C=CC=NC2=C1)NC1CC2CCC(C1)N2CCC#N 3-((3-exo)-3-((7-((5-(2-hydroxypropan-2-yl)-1H-pyrazol-3-yl)amino)-1,6-naphthyridin-5-yl)amino)-8-azabicyclo[3.2.1]oct-8-yl)propionitrile